2',4'-Difluoro-[1,1'-biphenyl]-4-sulfonyl chloride FC1=C(C=CC(=C1)F)C1=CC=C(C=C1)S(=O)(=O)Cl